(2S,4S)-1-((4-phenoxybenzoyl)glycyl)-4-phenylpyrrolidine-2-carboxylic acid methyl ester COC(=O)[C@H]1N(C[C@@H](C1)C1=CC=CC=C1)C(CNC(C1=CC=C(C=C1)OC1=CC=CC=C1)=O)=O